FS(=O)(=O)C(C(=O)F)(C(F)(F)F)F 2-(fluorosulfonyl)-tetrafluoropropionyl fluoride